BIS(2,4,6-TRIMETHYLBENZOYL)-n-OCTYL-PHOSPHINE OXIDE CC1=C(C(=O)P(CCCCCCCC)(C(C2=C(C=C(C=C2C)C)C)=O)=O)C(=CC(=C1)C)C